CC1OC(CC1)C(F)(F)F methyl-5-(trifluoromethyl)tetrahydrofuran